FN1C2(CC(C3=CC=CC=C13)=O)CCNCC2 fluoro-4'-oxo-3',4'-dihydro-1'H-spiro[piperidine-4,2'-quinoline]